Cl.CN1[C@H](CNCC1)C (S)-1,2-dimethylpiperazine hydrochloride